FC1=C(C=CC(=C1)F)C1=CC(=CN2C1=NC(=C(C2=O)C)C)N2CC(OC(C2)C2=CC(=NC=C2)C)C 9-(2,4-difluorophenyl)-2,3-dimethyl-7-[2-methyl-6-(2-methyl-4-pyridyl)morpholin-4-yl]pyrido[1,2-a]pyrimidin-4-one